(dibenzofuranyl)terbenzene C1(=CC=CC=2OC3=C(C21)C=CC=C3)C3=C(C=CC=C3)C=3C(=CC=CC3)C3=CC=CC=C3